C(=C)C1=CC=C(C=C1)C=1C=C2CCC2=CC1 3-(4-ethenylphenyl)-bicyclo[4.2.0]octa-1,3,5-triene